CC1(OCCCO1)CN (2-methyl-1,3-dioxan-2-yl)methylamine